7-(8-chloro-3-(methoxymethoxy)naphthalen-1-yl)-2-(((2R,7aS)-2-fluorohexahydro-1H-pyrrolizin-7a-yl)methoxy)-5,6,7,8-tetrahydropyrido[3,4-d]pyrimidin-4-ol ClC=1C=CC=C2C=C(C=C(C12)N1CC=2N=C(N=C(C2CC1)O)OC[C@]12CCCN2C[C@@H](C1)F)OCOC